C(C)(C)(C)C1=CC=C(C=C1)[C@H]([C@@H](COC)NC(OC(C)(C)C)=O)O tert-Butyl N-[(1R,2R)-2-(4-tert-butylphenyl)-2-hydroxy-1-(methoxymethyl)ethyl]carbamate